alanine-1-13C N[C@@H](C)[13C](=O)O